2-(3,4-dichlorophenyl)-2,2-difluoroacetamide ClC=1C=C(C=CC1Cl)C(C(=O)N)(F)F